1-(4,4,5,5-tetramethyl-1,3,2-dioxaborolan-2-yl)butan-1-amine hydrochloride Cl.CC1(OB(OC1(C)C)C(CCC)N)C